N-(methyl(oxo)(4-(5-(trifluoromethyl)-1,2,4-oxadiazol-3-yl)phenyl)-λ6-sulfaneylidene)thiophene-2-carboxamide CS(=NC(=O)C=1SC=CC1)(C1=CC=C(C=C1)C1=NOC(=N1)C(F)(F)F)=O